11-(Perfluoro-n-octyl)undec-10-en-1-ol C(CCCC/C=C/C(C(C(C(C(C(C(C(F)(F)F)(F)F)(F)F)(F)F)(F)F)(F)F)(F)F)(F)F)CCCCO